(S or R)-N-(2-(2-(2-aminoethoxy)ethoxy)ethyl)-4-(6,8-dichloro-2-methyl-1,2,3,4-tetrahydroisoquinolin-4-yl)benzenesulfonamide NCCOCCOCCNS(=O)(=O)C1=CC=C(C=C1)[C@@H]1CN(CC2=C(C=C(C=C12)Cl)Cl)C |o1:19|